FC1=CC=C2C=3C=CC(=CC3NC2=C1)CC(=O)NC(C)(C)C1=CC(=CC=C1)F 2-(7-fluoro-9H-carbazol-2-yl)-N-(2-(3-fluorophenyl)propane-2-yl)acetamide